N-(4-((2-amino-3-chloropyridin-4-yl)oxy)-3-fluorophenyl)-5-(4-fluorophenyl)-4-oxo-1,4-dihydropyridine-3-carboxamide NC1=NC=CC(=C1Cl)OC1=C(C=C(C=C1)NC(=O)C1=CNC=C(C1=O)C1=CC=C(C=C1)F)F